CN1C(C=CC2=CC(=CC=C12)C(=O)NC1=CC2=C(C=N1)C=C(N2)[C@@H]2N(CCCC2)C)=O (R)-1-methyl-N-(2-(1-methylpiperidin-2-yl)-1H-pyrrolo[3,2-c]pyridin-6-yl)-2-oxo-1,2-dihydroquinoline-6-carboxamide